C(C)C(C(=O)OOC(CC(C)(C)C)(C)C)CCCC 1,1,3,3-tetramethylbutyl 2-ethylperoxyhexanoate